4-((5-bromo-2-nitropyridin-3-yl)amino)tetrahydro-2H-pyran-4-carboxylic acid BrC=1C=C(C(=NC1)[N+](=O)[O-])NC1(CCOCC1)C(=O)O